(2R,3R)-2-(2-methylphenyl)-2,3-dihydro-1H-indole-3-carboxylic acid ethyl ester C(C)OC(=O)[C@H]1[C@@H](NC2=CC=CC=C12)C1=C(C=CC=C1)C